BrC=1C=C(C=NC1OC)NC(=O)C=1N=C(SC1)C1=CC=CC=C1 N-(5-bromo-6-methoxypyridin-3-yl)-2-phenylthiazole-4-carboxamide